C(CCCCCCCCC)CN(CCCS(=O)(=O)[O-])C 3-(decyldimethylamino)-propanesulfonate